Hydroxytetraphenylcyclopentadienyl-(tetraphenyl-2,4-cyclopentadien-1-one) OC1(C(=C(C(=C1C1=CC=CC=C1)C1=CC=CC=C1)C1=CC=CC=C1)C1=CC=CC=C1)C1=C(C=CC=C1)C=1C(C(=C(C1C1=CC=CC=C1)C1=CC=CC=C1)C1=CC=CC=C1)=O